(3-(tert-butyl)phenyl)((1S,2aS,7bS)-2a-methyl-1-(pyridin-2-yl)-2,2a-dihydrobenzo[b]cyclobuta[d]thiophen-7b(1H)-yl)methanone C(C)(C)(C)C=1C=C(C=CC1)C(=O)[C@]12C3=C(S[C@]1(C[C@@H]2C2=NC=CC=C2)C)C=CC=C3